5-(5-chloro-2-(4-(trifluoromethyl)-1H-1,2,3-triazol-1-yl)phenyl)pyrazine 1-oxide ClC=1C=CC(=C(C1)C=1N=CC=[N+](C1)[O-])N1N=NC(=C1)C(F)(F)F